CC(=CC(=O)SCCNC(=O)CCNC(=O)[C@@H](C(C)(C)COP(=O)([O-])OP(=O)([O-])OC[C@@H]1[C@H]([C@H]([C@@H](O1)N2C=NC3=C(N=CN=C32)N)O)OP(=O)([O-])[O-])O)C The molecule is an acyl-CoA(4-) that is the tetraanion of 3-methylbut-2-enoyl-CoA arising from deprotonation of phosphate and diphosphate functions. It has a role as a human metabolite. It is a conjugate base of a 3-methylbut-2-enoyl-CoA.